C1(CC1)C1=CC=C(OCC2=CC=C(C(=O)NC3=CC(=C(C=C3)O)S(=O)(=O)C)C=C2)C=C1 4-(4-Cyclopropylphenoxy)methyl-N-(4-hydroxy-3-(methylsulfonyl)phenyl)benzamide